4-(But-3-yn-1-ylamino)-2-(2,6-dioxopiperidin-3-yl)isoindoline C(CC#C)NC1=C2CN(CC2=CC=C1)C1C(NC(CC1)=O)=O